N-(1-acryloylpyrrolidin-3-yl)-1-(4-fluorobenzyl)-7-methyl-5-(1H-pyrrole-2-carbonyl)-4,5,6,7-tetrahydro-1H-pyrazolo[4,3-c]pyridine-3-carboxamide C(C=C)(=O)N1CC(CC1)NC(=O)C1=NN(C2=C1CN(CC2C)C(=O)C=2NC=CC2)CC2=CC=C(C=C2)F